C(#N)C=1C=C(C=NC1)N(C1CN(C1)C(=O)OC(C)(C)C)C tert-Butyl 3-((5-cyanopyridin-3-yl)(methyl)amino)azetidine-1-carboxylate